P(OC[C@@H]1CN(C[C@@H](O1)N1C(NC(C(=C1)C)=O)=O)C(C1=CC=CC=C1)(C1=CC=CC=C1)C1=CC=CC=C1)(=O)(Cl)Cl ((2S,6R)-6-(5-METHYL-2,4-DIOXO-3,4-DIHYDROPYRIMIDIN-1(2H)-YL)-4-TRITYLMORPHOLIN-2-YL)METHYL PHOSPHORODICHLORIDATE